(2-chloro-4-ethoxyphenyl)ethan-1-one ClC1=C(C=CC(=C1)OCC)C(C)=O